1-(5Z,8Z,11Z,14Z-eicosatetraenoyl)-2-(9Z,12Z-heptadecadienoyl)-glycero-3-phospho-(1'-sn-glycerol) CCCCC/C=C\C/C=C\C/C=C\C/C=C\CCCC(=O)OC[C@H](COP(=O)(O)OC[C@H](CO)O)OC(=O)CCCCCCC/C=C\C/C=C\CCCC